L-proline methyl ester COC([C@H]1NCCC1)=O